2,3-diethyl-9,10-bis(isopropoxycarbonyloxy)anthracene nickel-chromium-iron-silver [Ag].[Fe].[Cr].[Ni].C(C)C1=CC2=C(C3=CC=CC=C3C(=C2C=C1CC)OC(=O)OC(C)C)OC(=O)OC(C)C